FC=1C=C(C=CC1)C1C(C2(COC2)C1)C1=CC2=CC=CC=C2C=C1 6-(3-Fluorophenyl)-5-(naphthalen-2-yl)-2-oxaspiro[3.3]heptane